1-[6-[5-bromo-6-(oxetan-3-yloxy)benzimidazol-1-yl]-3-(trifluoromethyl)-2-pyridyl]-5-methyl-pyrazole-3-carbonitrile BrC1=CC2=C(N(C=N2)C2=CC=C(C(=N2)N2N=C(C=C2C)C#N)C(F)(F)F)C=C1OC1COC1